tert-butyl (1S,4S)-5-{8-(benzyloxy)-6-cyclopropyl-2-(ethanesulfinyl)-7-[6-fluoro-5-methyl-1-(oxan-2-yl)-1H-indazol-4-yl]quinazolin-4-yl}-2,5-diazabicyclo[2.2.1]heptane-2-carboxylate C(C1=CC=CC=C1)OC=1C(=C(C=C2C(=NC(=NC12)S(=O)CC)N1[C@@H]2CN([C@H](C1)C2)C(=O)OC(C)(C)C)C2CC2)C2=C1C=NN(C1=CC(=C2C)F)C2OCCCC2